C(C)[C@]1(C(OCC=2C(N3CC=4C(=NC=5C=CC(=CC5C4)OC)C3=CC21)=O)=O)O (S)-4-ethyl-4-hydroxy-9-methoxy-1,12-dihydro-14H-pyrano[3',4':6,7]indolizino-[1,2-b]quinoline-3,14(4H)-dione